5-chloro-3-isopropylpyrazolo[1,5-a]pyrimidine ClC1=NC=2N(C=C1)N=CC2C(C)C